N1=CC=C(C=C1)C1=CN=C2C(=N1)N(CCN2)CCC2CCOCC2 7-(pyridin-4-yl)-1-(2-(tetrahydro-2H-pyran-4-yl)ethyl)-3,4-dihydropyrazino[2,3-b]pyrazin